1,1,1,3,3,3-Hexafluoropropan-2-yl (±)-1-(pyrazin-2-ylcarbamoyl)-6-azaspiro[2.5]octan-6-carboxylat N1=C(C=NC=C1)NC(=O)[C@@H]1CC12CCN(CC2)C(=O)OC(C(F)(F)F)C(F)(F)F |r|